C(C)OCC1(CCN(CC1)C)CCC1=CC=CC=C1 4-(ethoxymethyl)-1-methyl-4-phenethylpiperidine